6-bromo-N-(4-(2-propylhydrazine-1-carbonyl)benzyl)-2-naphthamide BrC=1C=C2C=CC(=CC2=CC1)C(=O)NCC1=CC=C(C=C1)C(=O)NNCCC